C(C)(C)(C)NCCC[Si](OC)(OC)OC tert-butylaminopropyltrimethoxysilane